C[C@@H](CC)[C@H]1N([C@H](OC1=O)C(C)(C)C)C(=O)OCC1=CC=CC=C1 Benzyl (2R,4R)-4-[(2S)-but-2-yl]-2-tert-butyl-5-oxo-1,3-oxazolidine-3-carboxylate